1-{1,4-dioxaspiro[4.5]dec-8-yl}-3-[(pyridin-2-yl)methoxy]-1H-pyrazole-4-carboxylic acid ethyl ester C(C)OC(=O)C=1C(=NN(C1)C1CCC2(OCCO2)CC1)OCC1=NC=CC=C1